(3R,3aR,6R,6aR)-hexahydrofuro[3,2-b]furan-3,6-diol O1[C@H]2[C@@H]([C@@H](C1)O)OC[C@H]2O